potassium caprinate C(CCCCCCCCC)(=O)[O-].[K+]